FC1=C(C=C(CN2N=C(C=3CNCC(C32)C)C(=O)NC=3C=C(C=CC3)C)C=C1)[N+](=O)[O-] 1-(4-fluoro-3-nitrobenzyl)-7-methyl-N-(m-tolyl)-4,5,6,7-tetrahydro-1H-pyrazolo[4,3-c]pyridine-3-carboxamide